perfluorohexyl-ethyl-methyl-dihydroxyethyl-ammonium FC(C(O)(O)F)([N+](C(F)(F)F)(C(C(F)(F)F)(F)F)C(C(C(C(C(C(F)(F)F)(F)F)(F)F)(F)F)(F)F)(F)F)F